FC=1C(=NNC1N)[C@@H]1CC[C@H](CC1)C(F)(F)F 4-fluoro-3-[trans-4-(trifluoromethyl)cyclohexyl]-1H-pyrazol-5-amine